(S)-1-(2,6-dichlorobenzyl)-N-(5-methyl-4-oxo-7-((4-(pyridin-4-yl)piperazin-1-yl)methyl)-2,3,4,5-tetrahydrobenzo[b][1,4]oxazepin-3-yl)-1H-1,2,4-triazole-3-carboxamide ClC1=C(CN2N=C(N=C2)C(=O)N[C@@H]2C(N(C3=C(OC2)C=CC(=C3)CN3CCN(CC3)C3=CC=NC=C3)C)=O)C(=CC=C1)Cl